FC1(C(CN(CC1)C1=C(C(=O)N)C(=C(C=N1)C(F)(F)F)C)C)F 2-(4,4-difluoro-3-methylpiperidin-1-yl)-4-methyl-5-(trifluoromethyl)nicotinamide